CC1(OC[C@H](O1)CO)C 2,3-isopropylidene-sn-glycerol